C(C)(=O)OCCCCCC\C=C\C=C/CC (7E,9Z)-dodeca-7,9-dienol acetate